7-(3-chloro-2-methylphenyl)-6-(4-((1-(3-fluoropropyl)azetidin-3-ylidene)methyl)phenyl)-3-tosyl-3,8,9,10-tetrahydrocyclohepta[e]indole ClC=1C(=C(C=CC1)C1=C(C2=C(C=3C=CN(C3C=C2)S(=O)(=O)C2=CC=C(C)C=C2)CCC1)C1=CC=C(C=C1)C=C1CN(C1)CCCF)C